CC=1C(=NNC(C1)=O)C(=O)O 4-methyl-6-oxo-1,6-dihydropyridazine-3-carboxylic acid